O[C@@H]1[C@@H](N(C[C@H]1N1CCN(CCN(CCN(CC1)CC(OC(C)(C)C)=O)CC(OC(C)(C)C)=O)CC(=O)OC(C)(C)C)C(=O)OCC1=CC=CC=C1)C(=O)OCC1=CC=CC=C1 dibenzyl (2R,3S,4R)-3-hydroxy-4-(4,7,10-tris(2-(tert-butoxy)-2-oxoethyl)-1,4,7,10-tetraazacyclododecan-1-yl)pyrrolidine-1,2-dicarboxylate